C(C)N1CCN(CC1)P(OC[C@@H]1CN(C[C@@H](O1)N1C2=NC=NC(=C2N=C1)NC(C1=CC=CC=C1)=O)C(C1=CC=CC=C1)(C1=CC=CC=C1)C1=CC=CC=C1)(=O)Cl ((2S,6R)-6-(6-benzamido-9H-purin-9-yl)-4-tritylmorpholin-2-yl)methyl (4-ethylpiperazin-1-yl)phosphonochloridate